[2-methyl-5-(4-methylsulfonylphenyl)-[1,2,4]triazolo[1,5-c]pyrimidin-7-yl]cyclopropanecarboxamide CC1=NN2C(=NC(=CC2=N1)C1(CC1)C(=O)N)C1=CC=C(C=C1)S(=O)(=O)C